2-[2-[[5-[3-[2-hydroxyethyl(dimethyl)ammonio]propoxy]-6-methoxy-1,3-benzothiazol-2-yl]methylcarbamoyl]indan-2-yl]acetate OCC[N+](CCCOC=1C(=CC2=C(N=C(S2)CNC(=O)C2(CC3=CC=CC=C3C2)CC(=O)[O-])C1)OC)(C)C